ClC=1C2=C(N=C(N1)C=1N=C(C=3N(C1)C=CN3)CC3=CC(=CC=C3)F)NC(C2(C)C2=CC(=C(C=C2)Cl)OC)=O 4-Chloro-5-(4-chloro-3-methoxyphenyl)-2-{8-[(3-fluorophenyl)methyl]imidazo[1,2-a]pyrazin-6-yl}-5-methyl-5,7-dihydro-6H-pyrrolo[2,3-d]pyrimidin-6-one